C(CCCCCC\C=C/CCC)OC(C)=O acetic acid-(Z)-8-dodecenyl ester